6-(3-amino-1H-indazol-4-yl)-N-(3-bromophenyl)-1-naphthalenecarboxamide NC1=NNC2=CC=CC(=C12)C=1C=C2C=CC=C(C2=CC1)C(=O)NC1=CC(=CC=C1)Br